N[C@@H](CCS)C(=O)O homocysteinic acid